O(O)[O] hydroperoxyl-oxygen